aminomethane-HCl Cl.NC